benzyl ((4-(((benzyloxy)carbonyl)amino)-1-(4-((1,1-dioxidothietan-3-yl)amino)butyl)-1H-imidazo[4,5-c]quinolin-2-yl)methyl)(ethyl)carbamate C(C1=CC=CC=C1)OC(=O)NC1=NC=2C=CC=CC2C2=C1N=C(N2CCCCNC2CS(C2)(=O)=O)CN(C(OCC2=CC=CC=C2)=O)CC